CC(C(=O)OCCNP(=O)(OC1=CC=CC=C1)OC1=CC=C(C=C1)[N+](=O)[O-])(COC1OCCCC1)C 2-(((4-nitrophenoxy)(phenoxy)phosphoryl)amino)ethyl 2,2-dimethyl-3-((tetrahydro-2H-pyran-2-yl)oxy)propanoate